[Br-].O(C1=CC=CC=C1)CC[N+](C)(C)CCCCCCCCCCCC phenoxyethyldodecyl-dimethylammonium bromide